N1N=C(C=C1)COC1=C(C=C(N)C=C1)C 4-((1H-pyrazol-3-yl)methoxy)-3-methylaniline